(6-Methoxy-5-(3-methyl-2-oxoimidazolin-1-yl)pyridin-3-yl)carbamate COC1=C(C=C(C=N1)NC([O-])=O)N1C(N(CC1)C)=O